C(=O)O.C1(CC1)C(=O)N cyclopropane-1-carboxamide formate salt